CP(O)(O)=O.CP(O)(O)=O methylphosphonate (Methyl Phosphonate)